(1aR,5aR)-2-(5-Dimethylamino-pyrazin-2-yl)-1a,2,5,5a-tetrahydro-1H-2,3-diaza-cyclopropa[a]pentalene-4-carboxylic acid (2-hydroxy-1,1-dimethyl-ethyl)-amide OCC(C)(C)NC(=O)C=1C=2C[C@@H]3[C@H](C2N(N1)C1=NC=C(N=C1)N(C)C)C3